O=C1NC(CCC1N1C(N(C2=C1C=CC(=C2)CCOCCNC(OC(C)(C)C)=O)C)=O)=O tert-butyl N-[2-[2-[1-(2,6-dioxo-3-piperidyl)-3-methyl-2-oxo-benzimidazol-5-yl] Ethoxy]ethyl]carbamate